N1C(=NC2=C1C=CC=C2)C2=NNC=C2NC=2C1=C(N=C(N2)Cl)NC=C1 N-(3-(1H-benzo[d]imidazol-2-yl)-1H-pyrazol-4-yl)-2-chloro-7H-pyrrolo[2,3-d]pyrimidin-4-amine